2,4-dioctylthio-methyl-6-methylphenol C(CCCCCCC)SC1=C(C(=CC(=C1C)SCCCCCCCC)C)O